N-(2-(2-((2-(2,6-dioxopiperidin-3-yl)-1,3-dioxoisoindolin-4-yl)amino)ethoxy)ethyl)butyramide O=C1NC(CCC1N1C(C2=CC=CC(=C2C1=O)NCCOCCNC(CCC)=O)=O)=O